4,6-dimethoxy-1,3,5-triazin-2-yl-1-naphthoate COC1=NC(=NC(=N1)OC)OC(=O)C1=CC=CC2=CC=CC=C12